C(C)OC1=C(C=C(C=C1)N[C@@H]1[C@@H](N(C(C1)=O)C1=CC(=C(C#N)C=C1)C(F)(F)F)CC)C=1NC(C2=C(N1)C(=NN2C)CCC)=O 4-((2S,3S)-3-((4-ethoxy-3-(1-methyl-7-oxo-3-propyl-6,7-dihydro-1H-pyrazolo[4,3-d]pyrimidin-5-yl)phenyl)amino)-2-ethyl-5-oxopyrrolidin-1-yl)-2-(trifluoromethyl)benzonitrile